C(CC(C)C)N1C(C=C(C=C1)C1=NC=2N(C=C1)N=CC2C(F)(F)F)=O 1-isopentyl-4-(3-(trifluoromethyl)pyrazolo[1,5-a]pyrimidin-5-yl)pyridin-2(1H)-one